(3-(trifluoromethyl)-5-(2-pyridinyl)-1,2,4-triazole) iridium (III) [Ir+3].FC(C1=NNC(=N1)C1=NC=CC=C1)(F)F